CCC1=CC=2C(C3=CC=CC=C3C(C2C=C1)=O)=O 2-2-ethylanthraquinone